1-(azidomethylene)-2,3-dimethoxybenzene N(=[N+]=[N-])C=C1C(C(=CC=C1)OC)OC